4-amino-1-((2R,4S,5R)-4-hydroxy-5-(hydroxymethyl)-5-vinyltetrahydrofuran-2-yl)pyrimidin-2(1H)-one NC1=NC(N(C=C1)[C@@H]1O[C@]([C@H](C1)O)(C=C)CO)=O